tert-Butyl (2R,4R)-2-(((4-bromophenyl)((4-nitrophenoxy)carbonyl)amino)methyl)-4-(tosyloxy)pyrrolidine-1-carboxylate BrC1=CC=C(C=C1)N(C(=O)OC1=CC=C(C=C1)[N+](=O)[O-])C[C@@H]1N(C[C@@H](C1)OS(=O)(=O)C1=CC=C(C)C=C1)C(=O)OC(C)(C)C